C(OC1=NC=C(C(=C1)C)[N+](=O)[O-])([2H])([2H])[2H] 2-(methoxy-d3)-4-methyl-5-nitropyridine